C1=CC(=C(C=C1S(=O)(=O)C2=CC(=C(C=C2)O)N)N)O 3,3'-Diamino-4,4'-dihydroxydiphenyl Sulfone